FC(C1=NC=C(C(=C1)C1=C(C=NC(=C1)N1CCNC2(CC2)C1=O)C(=O)OCC1=CC=CC=C1)OC)F benzyl 2'-(difluoromethyl)-5'-methoxy-6-(8-oxo-4,7-diazaspiro[2.5]oct-7-yl)-[4,4'-bipyridine]-3-carboxylate